1-(3-(2,6-dichloro-4-(6-cyano-3,5-dioxo-4,5-dihydro-1,2,4-triazine-2(3H)-yl)phenoxy)-5-isopropyl-6-oxopyridazin-1(6H)-yl)ethyl isopropyl carbonate C(OC(C)N1N=C(C=C(C1=O)C(C)C)OC1=C(C=C(C=C1Cl)N1N=C(C(NC1=O)=O)C#N)Cl)(OC(C)C)=O